acetoxy-6-methylenepregn-4-ene-3,20-dione C(C)(=O)OCC([C@H]1CC[C@H]2[C@@H]3CC(C4=CC(CC[C@]4(C)[C@H]3CC[C@]12C)=O)=C)=O